C(C)OC(=O)C=1C(=NC(=CC1)Cl)C(F)(F)F 6-chloro-2-(trifluoromethyl)pyridine-3-carboxylic acid ethyl ester